7-amino-1-isopropyl-N,N-bis(4-methoxybenzyl)isoquinoline-5-sulfonamide NC=1C=C(C=2C=CN=C(C2C1)C(C)C)S(=O)(=O)N(CC1=CC=C(C=C1)OC)CC1=CC=C(C=C1)OC